O[C@H]1[C@H](C[C@@H]2C(C[C@H]3[C@@H]4CC[C@H]([C@@H](CCC(C)(C)C)C)[C@]4(CC[C@@H]3[C@]2(C1)C)C)=O)O 2a,3a-dihydroxy-24,24,24-trimethyl-5a-cholan-6-one